methyl 3-((3-amino-5-chloropyridin-4-yl)methyl)benzoate NC=1C=NC=C(C1CC=1C=C(C(=O)OC)C=CC1)Cl